ClC=1C=C2C(=C(C=NC2=CC1)C=1CCSCC1)NC1=C(C(=O)O)C=CC=C1 2-[[6-chloro-3-(3,6-dihydro-2H-thiopyran-4-yl)-4-quinolyl]amino]benzoic acid